C(CCCCC)N1C=NCC1 hexyl-imidazoline